perfluorooctanoamide FC(C(=O)N)(C(C(C(C(C(C(F)(F)F)(F)F)(F)F)(F)F)(F)F)(F)F)F